2-(4,4-difluoroazepan-1-yl)-6-methylnicotinic acid methyl ester COC(C1=C(N=C(C=C1)C)N1CCC(CCC1)(F)F)=O